OCC(CN1C=C(C2=CC=C(C=C12)[N+](=O)[O-])C=1C=C(C#N)C=CC1)CO 3-(1-(3-hydroxy-2-(hydroxymethyl)propyl)-6-nitro-1H-indol-3-yl)benzonitrile